[Na+].C1(=CC=CC=C1)P([O-])=O Phenylphosphinic acid sodium salt